4-epoxytricyclo[5.2.1.02,6]decyl acrylate C(C=C)(=O)OC1CC23C4(CCC(C2C1)C4)O3